1,4-bismaleimidylnaphthalene C1(C=CC(N1C1=CC=C(C2=CC=CC=C12)N1C(C=CC1=O)=O)=O)=O